tert-butyl 3,3-dimethyl-4-(((trifluoromethyl) sulfonyl)-oxy)-3,6-dihydropyridine-1(2H)-carboxylate CC1(CN(CC=C1OS(=O)(=O)C(F)(F)F)C(=O)OC(C)(C)C)C